(4-methoxy)phenylpropyl-biguanide hydrochloride Cl.COC1=CC=C(C=C1)CCCNC(=N)NC(=N)N